ClC=1C(=NC(=NC1)N1CCN(CC1)C1CNCCC1)N[C@H](C)C1=C(C=C(C=C1)Cl)Cl 5-chloro-N-[(1R)-1-(2,4-dichlorophenyl)ethyl]-2-[4-(3-piperidyl)piperazin-1-yl]pyrimidin-4-amine